CC(C(=O)N)C1=CC=CC=C1 methyl-2-phenylacetamide